COC([C@@H](N(C1=C(C=CC=C1C)C)C(COC)=O)C)=O |r| N-(methoxyacetyl)-N-(2,6-xylyl)-DL-alanine methyl ester